3-Oxostearic acid O=C(CC(=O)O)CCCCCCCCCCCCCCC